(4-chlorophenyl)-(4-octylthiophenyl)methanone ClC1=CC=C(C=C1)C(=O)C1=CC=C(C=C1)SCCCCCCCC